1-(6-(1-(3-(4-(3-(4-chloro-3-cyclopropyl-1H-pyrrolo[2,3-b]pyridin-5-yl)phenyl)-3-oxopiperazin-1-yl)propyl)piperidin-4-yl)-1-methyl-1H-indazol-3-yl)dihydropyrimidine-2,4(1H,3H)-dione ClC1=C2C(=NC=C1C=1C=C(C=CC1)N1C(CN(CC1)CCCN1CCC(CC1)C1=CC=C3C(=NN(C3=C1)C)N1C(NC(CC1)=O)=O)=O)NC=C2C2CC2